C1=CC=CC=2C3=CC=CC=C3C(C12)COC(=O)N1[C@H](CCCC1)C(=O)O (2R)-1-(9H-fluoren-9-yl-methoxycarbonyl)piperidin-2-carboxylic acid